FC=1C=C2C=3C=CN=CC3N(C2=CC1)C 6-fluoro-9-methyl-β-carboline